C(C)(C)(C)OC(=O)N1C[C@@H](CCC1)N1N=C(C=2C1=NC=NC2N)C2=CC=C(C=C2)OC2=CC=CC=C2 (R)-3-(4-amino-3-(4-phenoxyphenyl)-1H-pyrazolo[3,4-d]pyrimidin-1-yl)piperidine-1-carboxylic acid tert-butyl ester